IC=1C(=C(C=C(C1[2H])OC1=C(C(=C(C(=C1[2H])[2H])[2H])[2H])[2H])OC1=C(C(=C(C(=C1[2H])[2H])[2H])[2H])[2H])[2H] 1'-((5-iodo-1,3-phenylene-4,6-d2)bis(oxy))bis(benzene-2,3,4,5,6-d5)